5-hydroxy-1,3-dihydro-2H-pyrrolo[2,3-b]pyridin-2-one OC=1C=C2C(=NC1)NC(C2)=O